FC1=C(C=C(C=C1)OC)C1=C(C=C(C=C1)COC1OCCCC1)CC(CN)(C)C 3-(2'-fluoro-5'-methoxy-4-(((tetrahydro-2H-pyran-2-yl)oxy)methyl)-[1,1'-biphenyl]-2-yl)-2,2-dimethylpropan-1-amine